C(C)O[Si](CCCOC(C(=C)C)=O)(OCC)OCC triethoxy(3-methacryloxypropyl)silane